CC1=C(C=CC(=N1)O)C(F)(F)F 6-methyl-5-(trifluoromethyl)pyridin-2-ol